methyl 2-(5-cyano-1-oxo-6-(trifluoromethyl)spiro[3H-isoquinoline-4,1'-cyclopropane]-2-yl)acetate C(#N)C1=C2C(=CC=C1C(F)(F)F)C(N(CC21CC1)CC(=O)OC)=O